t-butyl 5-bromo-3,4-dihydroisoquinoline-2(1H)-carboxylate BrC1=C2CCN(CC2=CC=C1)C(=O)OC(C)(C)C